COC=1C=C(C=CC1OC)C1=NOC(=N1)C1CCN(CC1)C(CNC(=O)C1=NC=CC=C1)=O N-[2-[4-[3-(3,4-dimethoxyphenyl)-1,2,4-oxadiazol-5-yl]-piperidyl]-2-oxo-ethyl]pyridine-2-carboxamide